3-(6-amino-5-bromo-2-(methylsulfanyl)pyrimidin-4-yl)benzonitrile NC1=C(C(=NC(=N1)SC)C=1C=C(C#N)C=CC1)Br